C(C)(C)(C)C(N(C(O)=O)C1=C2C(=NC(=C1)Cl)C(=C(S2)[C@@H]2[C@H](CCCC2)[N+](=O)[O-])C2=CC=CC=C2)C=2SC=CC2.N[C@@H](CCC(=O)N[C@@H](CC2=CNC=N2)C(=O)O)C(=O)O Gamma-glutamyl-histidine tert-butyl-N-[5-chloro-2-[(1S,2S)-2-nitrocyclohexyl]-3-phenyl-thieno[3,2-b]pyridin-7-yl]-N-(2-thienylmethyl)carbamate